3-ethynylisothiazolo[5,4-c]pyridine-4-carbaldehyde C(#C)C1=NSC=2C=NC=C(C21)C=O